FC1=C(C=CC(=C1)F)C1=NC=C2N1C=CN=C2N2C[C@H]1NC3=CC=CC(N(C=4C=NN(C4CCCN(C([C@@H]2C1)=O)C)C)C)=N3 (3S,6S)-5-[3-(2,4-difluorophenyl)imidazo[1,5-a]pyrazin-8-yl]-8,13,17-trimethyl-2,5,8,13,14,17,22-heptazatetracyclo[16.3.1.13,6.012,16]tricosa-1(21),12(16),14,18(22),19-pentaen-7-one